NC1=NC=C(C=N1)C1=C(C2=C(NC3=C(C=C(C=C23)F)NCC)N=C1)N1N=C(C=C1)C(F)(F)F 3-(2-Aminopyrimidin-5-yl)-N-ethyl-6-fluoro-4-[3-(trifluoromethyl)pyrazol-1-yl]-9H-pyrido[2,3-b]indol-8-amine